(2R)-2-[2-[4-chloro-2-(2-methyl-6-morpholin-4-ylpyridin-4-yl)oxyphenyl]pyrimidin-5-yl]-2-fluoroethanamine ClC1=CC(=C(C=C1)C1=NC=C(C=N1)[C@H](CN)F)OC1=CC(=NC(=C1)N1CCOCC1)C